benzyl ((1R,3S,4R)-3-fluoro-4-hydroxycyclohexyl)carbamate F[C@H]1C[C@@H](CC[C@H]1O)NC(OCC1=CC=CC=C1)=O